5-(2-ethoxy-3-pyridinyl)-1-isopropyl-3-methyl-N-(pyrazolo[1,5-a]pyridin-4-ylmethyl)pyrazolo[4,3-b]pyridin-7-amine C(C)OC1=NC=CC=C1C1=CC(=C2C(=N1)C(=NN2C(C)C)C)NCC=2C=1N(C=CC2)N=CC1